C(N)(=N)NN Carbamimidic hydrazide